2-(1-Propan-2-ylpyrazol-4-yl)-6,7-dihydro-5H-pyrazolo[5,1-b][1,3]oxazine-3-carboxylic acid CC(C)N1N=CC(=C1)C1=NN2C(OCCC2)=C1C(=O)O